COCCC1=CC(=NC2=NC=CC=C12)CCCCCO[C@H]1CN(CC1)C(=O)OC(C)(C)C tert-butyl (R)-3-((5-(4-(2-methoxyethyl)-1,8-naphthyridin-2-yl)pentyl)oxy)pyrrolidine-1-carboxylate